(3-fluoro-4-(trifluoromethoxy)phenyl)(trans-3-(trifluoromethyl)cyclobutyl)methanol FC=1C=C(C=CC1OC(F)(F)F)C(O)[C@@H]1C[C@H](C1)C(F)(F)F